N-benzyl-picoline Chloride [Cl-].C(C1=CC=CC=C1)N1C(C=CC=C1)C